Cl.Cl.FC1=C(CN2CCC(CC2)(O)CC=2N(N=C3C2N=CNC3=O)C)C=CC(=C1)N1CCOCC1 ((1-(2-fluoro-4-morpholinobenzyl)-4-hydroxypiperidin-4-yl)methyl)-2-methyl-2,6-dihydro-7H-pyrazolo[4,3-d]pyrimidin-7-one dihydrochloride